OC(CN1[C@@H](CCC1)COC=1N=C(C2=C(N1)CN(CC2)C2=CC=CC1=CC=CC(=C21)I)N2C[C@@H](N(CC2)C(C=C)=O)CC#N)CO 2-[(2S)-4-[2-[[(2S)-1-(2,3-dihydroxypropyl)pyrrolidin-2-yl]methoxy]-7-(8-iodo-1-naphthyl)-6,8-dihydro-5H-pyrido[3,4-d]pyrimidin-4-yl]-1-prop-2-enoyl-piperazin-2-yl]acetonitrile